C1(=CC=C(C=C1)N)C1=CC=CC=C1 1,1'-biphenyl-4-amine